[N].C1(CC1)[C@H](C)NC(=O)C=1N(C=C(N1)C=1C=C(C=CC1)C=1OC(=CN1)C(=O)NC(CC)CC)CC(C(F)(F)F)O 2-(3-(2-(((S)-1-cyclopropylethyl)carbamoyl)-1-(3,3,3-trifluoro-2-hydroxypropyl)-1H-imidazol-4-yl)phenyl)-N-(pentan-3-yl)oxazole-5-carboxamide Nitrogen